O=S1(N=C(C2=C1C=CC=C2)N(\N=C\C=2C=C1C3(NC(C1=CC2)=O)CC3)C)=O 5'-[(E)-[(1,1-dioxo-1,2-benzothiazol-3-yl)-methyl-hydrazono]methyl]spiro[cyclopropane-1,3'-isoindoline]-1'-one